BrC=1N=C(N(C1)C)C1CCC(CC1)(F)F 4-bromo-2-(4,4-difluorocyclohexyl)-1-methyl-imidazole